3-(4-hydroxyphenoxy)-1,4,2-dioxazol-5-one OC1=CC=C(OC2=NOC(O2)=O)C=C1